1-(6-bromo-2-oxo-1,2-dihydroquinoline-4-carbonyl)-4-(3,4-dichlorophenyl)-N-((tetrahydrofuran-2-yl)methyl)piperazine-2-carboxamide BrC=1C=C2C(=CC(NC2=CC1)=O)C(=O)N1C(CN(CC1)C1=CC(=C(C=C1)Cl)Cl)C(=O)NCC1OCCC1